FN(P(=O)([O-])[O-])C(C1=CC=CC=C1)=O fluorobenzoylamidophosphate